C[C@@H](O)[C@@H](O)C(=O)[C@H](O)CO deoxy-D-lyxo-4-hexulose